C(C=C)(=O)OCCC(=O)[O-].C(C=C)(=O)OCCC(=O)[O-].[Zn+2] zinc bis(3-acryloyloxypropionate)